N=1C=NN2C1C=C(C=C2)OC2=CC(=C(C=C2C)NC=2C1=C(N=CN2)C=CC(=N1)N1C[C@H](N(CC1)C(C=C)=O)C)OC (R)-1-(4-(4-((4-([1,2,4]triazolo[1,5-a]pyridin-7-yloxy)-2-methoxy-5-methylphenyl)amino)pyrido[3,2-d]pyrimidin-6-yl)-2-methylpiperazin-1-yl)prop-2-en-1-one